C(C)OC1=NC=CC=C1C1=CC(=C2C(=N1)C=NN2CCC)N[C@@H]2COCC2 (S)-5-(2-ethoxy-3-pyridinyl)-1-propyl-N-[tetrahydrofuran-3-yl]pyrazolo[4,3-b]pyridin-7-amine